FC1(CC(C1)C(N1C[C@@H](N(C[C@H]1C)C=1C=2N=C(N(C2N2C(N1)=NN=C2)C[C@H]2OCCC2)C)C)C2=CC(=C(C(=C2)F)F)F)F 4-((2S,5R)-4-((3,3-difluorocyclobutyl)(3,4,5-trifluorophenyl)methyl)-2,5-dimethylpiperazin-1-yl)-2-methyl-1-(((S)-tetrahydrofuran-2-yl)methyl)-1H-[1,2,4]triazolo[3,4-b]purine